1'-((2-ethyl-5-fluoro-3-oxo-3,4-dihydroquinoxalin-6-yl)methyl)-N-methyl-1',2',3',6'-tetrahydro-[3,4'-bipyridine]-6-carboxamide C(C)C1=NC2=CC=C(C(=C2NC1=O)F)CN1CCC(=CC1)C=1C=NC(=CC1)C(=O)NC